7-((3aR,4R,6aS)-6-(((tert-butyldiphenylsilyl)oxy)methyl)-2,2-dimethyltetrahydrothieno[3,4-d][1,3]dioxol-4-yl)-5-(3,3-dimethylbut-1-yn-1-yl)-7H-pyrrolo[2,3-d]pyrimidin-4-amine [Si](C1=CC=CC=C1)(C1=CC=CC=C1)(C(C)(C)C)OCC1S[C@H]([C@H]2[C@@H]1OC(O2)(C)C)N2C=C(C1=C2N=CN=C1N)C#CC(C)(C)C